C1(CCCC1)C1OC2=C(C(N1O)C1=CC=CC=C1)C=CC=C2 2-cyclopentyl-4-phenyl-2H-benzo[e][1,3]oxazin-3(4H)-ol